1-(2-aminoethyl)-3-methylimidazole NCCN1CN(C=C1)C